ethyl 5-(chlorosulfonyl)-1,3-dimethyl-1H-indole-2-carboxylate ClS(=O)(=O)C=1C=C2C(=C(N(C2=CC1)C)C(=O)OCC)C